CC=1C=C(N=NC1N1CC=2C=C(C=NC2CC1)C(F)(F)F)C(=O)NCC1=CN=CS1 5-methyl-N-(thiazol-5-ylmethyl)-6-(3-(trifluoromethyl)-7,8-dihydro-1,6-naphthyridin-6(5H)-yl)pyridazine-3-carboxamide